2-(2-(4-([1,1'-Biphenyl]-2-yloxy)butanoylamino)benzoylamino)benzoic acid C1(=C(C=CC=C1)OCCCC(=O)NC1=C(C(=O)NC2=C(C(=O)O)C=CC=C2)C=CC=C1)C1=CC=CC=C1